(6-(11-(1-(ethoxycarbonyl)piperidin-4-ylidene)-6,11-dihydro-5H-benzo[5,6]cyclohepta[1,2-b]pyridin-8-yl)pyridin-3-yl)boronic acid C(C)OC(=O)N1CCC(CC1)=C1C2=C(CCC=3C1=NC=CC3)C=C(C=C2)C2=CC=C(C=N2)B(O)O